4-bromo-2-(2,6-dioxopiperidin-3-yl)-5-((4-(1-isopropyl-6-((2-(4-methoxypiperidin-1-yl)pyrimidin-4-yl)amino)-1H-pyrazolo[4,3-c]pyridin-3-yl)piperazin-1-yl)methyl)isoindoline-1,3-dione BrC1=C2C(N(C(C2=CC=C1CN1CCN(CC1)C1=NN(C2=C1C=NC(=C2)NC2=NC(=NC=C2)N2CCC(CC2)OC)C(C)C)=O)C2C(NC(CC2)=O)=O)=O